BrC1=C2CCCN(C2=CC=C1)C=1C2=C(N=C(N1)Cl)N=CC(=C2)F 4-(5-bromo-3,4-dihydro-2H-quinolin-1-yl)-2-chloro-6-fluoro-pyrido[2,3-d]pyrimidine